4-methyl-N-(4-(4,4,5,5-tetramethyl-1,3,2-dioxaborolan-2-yl)phenyl)piperazine-1-carboxamide CN1CCN(CC1)C(=O)NC1=CC=C(C=C1)B1OC(C(O1)(C)C)(C)C